N=1C=CN2N=C(C=CC21)C2=CNC=1N=C(N=CC12)NC1CCC(CC1)(C)NC(C)=O N-((1r,4r)-4-((5-(imidazo[1,2-b]pyridazin-6-yl)-7H-pyrrolo[2,3-d]pyrimidin-2-yl)amino)-1-methylcyclohexyl)acetamide